N-(3',4'-bis(trifluoromethyl)-[1,1'-biphenyl]-3-yl)-8-chloro-N-methyl-[1,2,4]triazolo[4,3-a]quinazolin-5-amine FC(C=1C=C(C=CC1C(F)(F)F)C1=CC(=CC=C1)N(C1=NC=2N(C3=CC(=CC=C13)Cl)C=NN2)C)(F)F